butyl-(chloromethyl)sulfane Methyl-2-([1-(2-(azetidin-1-yl)phenyl)-5-(1-ethyl-1H-indazol-6-yl)-1H-pyrazol-3-yl]methoxy)-2-methylpropanoate COC(C(C)(C)OCC1=NN(C(=C1)C1=CC=C2C=NN(C2=C1)CC)C1=C(C=CC=C1)N1CCC1)=O.C(CCC)SCCl